NCC1=CC(N(C(N1C)=O)CC1=NC(=NO1)C[C@H](O)C1=CC=C(C=C1)Cl)=O 6-(aminomethyl)-3-({3-[(2S)-2-(4-chlorophenyl)-2-hydroxyethyl]-1,2,4-oxadiazol-5-yl}methyl)-1-methylpyrimidine-2,4-dione